C[C@@]1(N(CCC1)C(=O)OCC1=CC=CC=C1)C=C benzyl (2S)-2-methyl-2-vinyl-pyrrolidine-1-carboxylate